C1=C(C=CC2=CC=CC=C12)S(=O)(=O)C(=[N+]=[N-])S(=O)(=O)C1=CC2=CC=CC=C2C=C1 bis(β-naphthylsulfonyl)diazomethane